C(#C)C1=CC=C(C=C1)OC 4-ethynylanisole